4-((6-(4-(3,4-Dihydroisoquinolin-2(1H)-yl)piperidine-1-carbonyl)pyrimidin-4-yl)amino)piperidine-1-carboxylic acid tert-butyl ester C(C)(C)(C)OC(=O)N1CCC(CC1)NC1=NC=NC(=C1)C(=O)N1CCC(CC1)N1CC2=CC=CC=C2CC1